methyl-(3S,6R)-1-(2-(2-chloro-4-fluorophenyl)acetyl)-6-methylpiperidine CC1N([C@@H](CCC1)C)C(CC1=C(C=C(C=C1)F)Cl)=O